7-methyl-1H-indazole-1-carboxylic acid tert-butyl ester C(C)(C)(C)OC(=O)N1N=CC2=CC=CC(=C12)C